2-(2-chloro-6-fluorophenyl)-N-[3-(4-fluorophenyl)-4-pyrimidin-4-yl-1,2-oxazol-5-yl]acetamide ClC1=C(C(=CC=C1)F)CC(=O)NC1=C(C(=NO1)C1=CC=C(C=C1)F)C1=NC=NC=C1